CC1=C(C(=CC=C1)C)C(/C=C(/C=O)\C)(CC=C(C)C)C (E)-4-(2,6-dimethylphenyl)-2,4,7-trimethylocta-2,6-dienal